(S)-1-trityl-aziridine-2-carbaldehyde C(C1=CC=CC=C1)(C1=CC=CC=C1)(C1=CC=CC=C1)[N@@]1C(C1)C=O